6-vinyl-3-[2-(methoxymethoxy)phenyl]cinnoline C(=C)C=1C=C2C=C(N=NC2=CC1)C1=C(C=CC=C1)OCOC